CC(CC(=O)OCC)CCCCCCC(CC(=O)OCC)C diethyl 3,10-dimethyldodecanedioate